1-(4-(2-((1-Cyclopropyl-1H-pyrazol-4-yl)amino)-5-(difluoromethyl)pyrimidin-4-yl)-2-fluorobenzoyl)azetidine-3-carbonitrile C1(CC1)N1N=CC(=C1)NC1=NC=C(C(=N1)C1=CC(=C(C(=O)N2CC(C2)C#N)C=C1)F)C(F)F